5,5-Dimethylcyclohexan-1,3-dion CC1(CC(CC(C1)=O)=O)C